ClC1=CN(C=2N=CN=C(C21)NCC2=C(C=C(C=C2)OC)OC)C=2C=NC=C(C2)CCl 5-chloro-7-(5-(chloromethyl)pyridin-3-yl)-N-(2,4-dimethoxybenzyl)-7H-pyrrolo[2,3-d]pyrimidin-4-amine